phenyl-tolyl-phenylenediamine C1(=CC=CC=C1)N(C1=C(C=CC=C1)N)C1=C(C=CC=C1)C